FC(C1=NC(=NO1)C1=CC=C(C=C1)C[N-]C1CC1)(F)F N-({4-[5-(trifluoromethyl)-1,2,4-oxadiazol-3-yl]phenyl}methyl)cyclopropylamide